N-[3-(azepan-1-yl)-4-(2-thiophen-3-ylpiperazine-1-carbonyl)phenyl]cyclopropanecarboxamide methyl-8-(2-fluorophenyl)-2-methyl-3-oxo-1,2,3,4-tetrahydroquinoxaline-6-carboxylate COC(=O)C=1C=C2NC(C(NC2=C(C1)C1=C(C=CC=C1)F)C)=O.N1(CCCCCC1)C=1C=C(C=CC1C(=O)N1C(CNCC1)C1=CSC=C1)NC(=O)C1CC1